N[C@H]1CN(CC1)C1=NC(=CC(=N1)N1CC=2C(=NC=CC2C1=O)C1=C(C=CC=C1OC)F)C1CC1 2-(2-((R)-3-Aminopyrrolidin-1-yl)-6-cyclopropylpyrimidin-4-yl)-4-(2-fluoro-6-methoxyphenyl)-2,3-dihydro-1H-pyrrolo[3,4-c]pyridin-1-one